NCCCC(=O)OCC(=O)[C@]1(CC[C@H]2[C@@H]3CCC4=CC(C=C[C@@]4([C@H]3[C@H](C[C@]12C)O)C)=O)O 2-((8S,9S,10R,11S,13S,14S,17R)-11,17-dihydroxy-10,13-dimethyl-3-oxo-6,7,8,9,10,11,12,13,14,15,16,17-dodecahydro-3H-cyclopenta[a]phenanthren-17-yl)-2-oxoethyl 4-aminobutanoate